N-(3-chloro-5-(methylsulfonamido)phenyl)-5-(5-(4-(cyclopentanecarbonyl)piperazin-1-yl)pyridin-2-yl)-1-methyl-1H-pyrrole-3-carboxamide ClC=1C=C(C=C(C1)NS(=O)(=O)C)NC(=O)C1=CN(C(=C1)C1=NC=C(C=C1)N1CCN(CC1)C(=O)C1CCCC1)C